1-(5-(((1S,4S)-5-((tetrahydro-2H-pyran-4-yl)methyl)-2,5-diazabicyclo[2.2.1]heptan-2-yl)methyl)benzo[d]isoxazol-3-yl)dihydropyrimidine-2,4(1H,3H)-dione O1CCC(CC1)CN1[C@@H]2CN([C@H](C1)C2)CC=2C=CC1=C(C(=NO1)N1C(NC(CC1)=O)=O)C2